[C-]#N.C(CCCC)[N+]1=CC(=CC=C1)CC 1-pentyl-3-ethylpyridinium cyanide